5-(4-formylphenyl)-2-pyridineformaldehyde C(=O)C1=CC=C(C=C1)C=1C=CC(=NC1)C=O